1-(2,4-bis(methoxymethoxy)phenyl)cyclobutan-1-ol COCOC1=C(C=CC(=C1)OCOC)C1(CCC1)O